9-benzyl-8-(2-methoxy-4-(2-(4-methylpiperazin-1-yl)ethoxy)phenyl)-6-(1-methyl-cyclopropoxy)-9H-purine C(C1=CC=CC=C1)N1C2=NC=NC(=C2N=C1C1=C(C=C(C=C1)OCCN1CCN(CC1)C)OC)OC1(CC1)C